ClC=1C=C(C2=C(OCCN(S2(=O)=O)[C@@H]([C@H](C)C2=C(C(=CC=C2F)C)C)C2=NNC(O2)=O)C1)C 5-((1S,2R)-1-(7-chloro-9-methyl-1,1-dioxido-3,4-dihydro-2H-benzo[b][1,4,5]oxathiazepin-2-yl)-2-(6-fluoro-2,3-dimethylphenyl)propyl)-1,3,4-oxadiazol-2(3H)-one